C(C)OC(COCCOCCO)Br bromotriethylene glycol monoethyl ether